ClC=1C=C(C=C2C=C(NC12)C(=O)N[C@H](C(=O)N[C@@H](C[C@H]1C(NC(C1)(C)C)=O)C#N)CC1CC1)OC 7-chloro-N-((S)-1-(((S)-1-cyano-2-((R)-5,5-dimethyl-2-oxopyrrolidin-3-yl)ethyl)amino)-3-cyclopropyl-1-oxopropan-2-yl)-5-methoxy-1H-indole-2-carboxamide